3-(4-amino-2-fluorophenylethyl)-2-(1-(4-bromophenyl)-3-(4-fluorophenyl)-1H-pyrazol-4-yl)-5-methyl-oxazolidin-4-one NC1=CC(=C(C=C1)CCN1C(OC(C1=O)C)C=1C(=NN(C1)C1=CC=C(C=C1)Br)C1=CC=C(C=C1)F)F